7-bromo-4-(o-tolyl)chromen-2-one BrC1=CC=C2C(=CC(OC2=C1)=O)C1=C(C=CC=C1)C